Methyl 3-{[(benzyloxy)carbonyl]amino}-2-oxo-[1,2'-bipyridine]-4'-carboxylate C(C1=CC=CC=C1)OC(=O)NC=1C(N(C=CC1)C1=NC=CC(=C1)C(=O)OC)=O